ClC1=CC=C(C=C1)C(C(=O)N[C@@H](C(C)C)C(=O)N[C@H](CCC(=O)OC(C)(C)C)C(=O)OCC)(C)C 5-(tert-butyl) 1-ethyl (2-(4-chlorophenyl)-2-methylpropanoyl)-L-valyl-D-glutamate